FC=1C=C(C=NC1)C1=CC(=NC(=C1F)C)C=1OC(=NN1)C=1C=NC=CC1 2-(5,5'-Difluoro-6'-methyl-[3,4'-bipyridin]-2'-yl)-5-(pyridin-3-yl)-1,3,4-oxadiazole